NN1C(=NC(=C1C(=O)N)C1=CC=C(C=C1)C(NC1=NC=CC(=C1)C)=O)[C@H]1N(CCC1)C(\C=C\CC)=O (S,E)-1-Amino-4-(4-((4-methylpyridin-2-yl)carbamoyl)phenyl)-2-(1-(pent-2-enoyl)pyrrolidin-2-yl)-1H-imidazol-5-carboxamid